CN1CCC(CC1)OC1=CC(=NC=C1)C1=NSC(=N1)NC1=NC=CC=C1C(F)(F)F 3-(4-(1-methyl-piperidin-4-yloxy)pyridin-2-yl)-N-(3-(trifluoromethyl)pyridin-2-yl)-1,2,4-thiadiazol-5-amine